N-(1'-(6-amino-2-(1,1-difluoroethyl)pyrimidin-4-yl)-1',2'-dihydrospiro[cyclopropan-1,3'-pyrrolo[3,2-C]pyridin]-6'-yl)acetamide NC1=CC(=NC(=N1)C(C)(F)F)N1CC2(C=3C=NC(=CC31)NC(C)=O)CC2